5-(2-(3-(2,2-difluoro-2-(5-fluorothiophen-2-yl)ethyl)-3-(ethoxy-methyl)pyrrolidin-1-yl)propan-2-yl)-2-methylpyridine FC(CC1(CN(CC1)C(C)(C)C=1C=CC(=NC1)C)COCC)(C=1SC(=CC1)F)F